1,1-bis(4-amino-3,5-dimethylcyclohexyl)-ethane NC1C(CC(CC1C)C(C)C1CC(C(C(C1)C)N)C)C